N1-(6-methoxy-2-(pyrrolidine-1-yl)-7-(4-(pyrrolidine-1-yl)but-1-yn-1-yl)quinazolin-4-yl)-N2,N2-dimethylethane-1,2-diamine COC=1C=C2C(=NC(=NC2=CC1C#CCCN1CCCC1)N1CCCC1)NCCN(C)C